4-(Boc-Amino)-piperidin C(=O)(OC(C)(C)C)NC1CCNCC1